C(CCCCCCCCCCC)(=O)O.C(C)OCC monoethyl ether laurate